N=1N(N=CC1)C1=C(C=CC=C1)C(=O)N1[C@@H]2[C@@H](C[C@H](C1)CC2)NC2=NC=C(C=C2)Br (2-(2H-1,2,3-triazol-2-yl)phenyl)((1S,4R,6R)-6-((5-bromopyridin-2-yl)amino)-2-azabicyclo[2.2.2]oct-2-yl)methanone